(8-methoxy-2,6,6,9-tetramethyl-6H-benzo[c]chromen-3-yl)carbamic acid tert-butyl ester C(C)(C)(C)OC(NC1=C(C=C2C3=C(C(OC2=C1)(C)C)C=C(C(=C3)C)OC)C)=O